4-(2-methoxyphenyl)-5,6-dihydropyridin-2(1H)-one COC1=C(C=CC=C1)C1=CC(NCC1)=O